4-(4-aminobenzoyl)-2,2-dimethylpiperazine-1-carboxylic acid tert-butyl ester C(C)(C)(C)OC(=O)N1C(CN(CC1)C(C1=CC=C(C=C1)N)=O)(C)C